C1(=CC=CC2=CC=CC=C12)C1=C(C=CC=C1)C=CC(=O)N(C)C 3-(1-naphthylphenyl)-N,N-dimethylacrylamide